S1C=NC2=C1C=CC(=C2)CN(C(C(=O)OC)=O)C(C)C=2N=CSC2 methyl 2-((benzo[d]thiazol-5-ylmethyl)(1-(thiazol-4-yl)ethyl)amino)-2-oxoacetate